6-benzyl 2-(tert-butyl) (1R,5R,7S)-7-methyl-2,6-diazabicyclo[3.2.0]heptane-2,6-dicarboxylate C[C@@H]1N([C@@H]2CCN([C@H]12)C(=O)OC(C)(C)C)C(=O)OCC1=CC=CC=C1